1-(3-aminopropyl)-3-(4-phenoxyphenyl)-1H-pyrazolo[3,4-d]pyrimidin-4-amine NCCCN1N=C(C=2C1=NC=NC2N)C2=CC=C(C=C2)OC2=CC=CC=C2